4-N-decyloxybenzoic acid CCCCCCCCCCOC1=CC=C(C=C1)C(=O)O